C[C@@H]1CN(C[C@@H](O1)C)C1=NC=CC(=C1)OC1=CC(=C(N)C=C1)F 4-({2-[(2R,6S)-2,6-dimethylmorpholin-4-yl]pyridin-4-yl}oxy)-2-fluoroaniline